CC1=C(C(=CC=C1)NCC1=CC(=CC=C1)C#N)O 2-methyl-6-((3-cyanobenzyl)amino)phenol